C1CCC2=CC(=CC=C12)SC=1C=C2CCCC2=CC1 bis(2,3-dihydro-1H-indene-5-yl) thioether